C(C)(C)OC1=C(C=CC=C1)[C@H]1CN(CCN1)CC1=CC=C(C=C1)N1[C@@H](COCC1)C (3R)-4-(4-{[(3S)-3-(2-isopropoxyphenyl)piperazin-1-yl]methyl}phenyl)-3-methylmorpholine